C1(CCCCC1)C(C(=O)O)C(NC1=CC=C2C(=C1)NC(C21CCOCC1)=O)=O 2-cyclohexyl-3-oxo-3-[(2-oxospiro[indoline-3,4'-tetrahydropyran]-6-yl)amino]propionic acid